C(=O)(OC(C)(C)C)NCCO N-boc-ethanolamine